N1CC(C1)=CC(C)N1C(C2=CC=CC=C2C1=O)=O 2-(1-(azetidin-3-ylidene)propan-2-yl)isoindoline-1,3-dione